N-(1-(2-hydroxyethyl)-2-oxopyrrolidin-3-yl)-2-methyl-5-((2-(trifluoromethyl)pyridin-3-yl)-methoxy)benzofuran-3-carboxamide OCCN1C(C(CC1)NC(=O)C1=C(OC2=C1C=C(C=C2)OCC=2C(=NC=CC2)C(F)(F)F)C)=O